O1C(CCCC1)OC1=C(C=C(C=C1B1OC(C(O1)(C)C)(C)C)C(C)(CC(C)(C)C)C)N1C2=CC(=CC=C2C=2C=CC(=CC12)[Si](CC(C)C)(CC(C)C)CC(C)C)[Si](CC(C)C)(CC(C)C)CC(C)C 9-(2-((tetrahydro-2H-pyran-2-yl)oxy)-3-(4,4,5,5-tetramethyl-1,3,2-dioxaborolan-2-yl)-5-(2,4,4-trimethylpentan-2-yl)phenyl)-2,7-bis(triisobutylsilyl)-9H-carbazole